butyl 2-((2-fluoro 5H-dibenzo[b,f]azepin-5-yl)methyl)pyrimidine-5-carboxylate FC1=CC2=C(N(C3=C(C=C2)C=CC=C3)CC3=NC=C(C=N3)C(=O)OCCCC)C=C1